[Cu].[Ag].[Pb].[Sn] tin-lead-silver-copper